3-(2-cyanoethyl) 5-methyl 2,6-dimethyl-4-phenyl-1,4-dihydropyridine-3,5-dicarboxylate CC=1NC(=C(C(C1C(=O)OCCC#N)C1=CC=CC=C1)C(=O)OC)C